Bis-[4-(4-aminophenoxy) phenyl] sulfone NC1=CC=C(OC2=CC=C(C=C2)S(=O)(=O)C2=CC=C(C=C2)OC2=CC=C(C=C2)N)C=C1